methyl 4-amino-1-(3-cyanophenyl)-7-bromo-2-oxo-1,2-dihydroquinoline-3-carboxylate NC1=C(C(N(C2=CC(=CC=C12)Br)C1=CC(=CC=C1)C#N)=O)C(=O)OC